FC(C1=CC(=NC=C1OCC1CCN(CC1)S(=O)(=O)C)CN1CC2=CC=CC=C2C1)F 2-((4-(difluoromethyl)-5-((1-(methylsulfonyl)piperidin-4-yl)methoxy)pyridin-2-yl)methyl)isoindoline